C(CC)C1CCCCC(=O)O1 ε-propylcaprolactone